maleic acid monohexadecyl ester sodium salt [Na+].C(CCCCCCCCCCCCCCC)OC(\C=C/C(=O)[O-])=O